6-Bromo-N-(3-methoxy-5-(1-(3-methoxypropyl)-1H-pyrazol-4-yl)phenyl)quinolin-4-amine BrC=1C=C2C(=CC=NC2=CC1)NC1=CC(=CC(=C1)C=1C=NN(C1)CCCOC)OC